NC1=C2C(=NC=N1)N(N=C2C2=CC=C(C=C2)OC2=CC=CC=C2)C2CCC(CC2)N2CCN(CC2)C2CN(C2)C=2C=C(C(=CC2F)C(=O)O)C(=O)O 4-(3-(4-((1s,4s)-4-(4-amino-3-(4-phenoxyphenyl)-1H-pyrazolo[3,4-d]pyrimidine-1-yl)cyclohexyl)piperazin-1-yl)azetidin-1-yl)-5-fluorobenzene-1,2-dicarboxylic acid